2-amino-1-(3-fluorobicyclo[1.1.1]pentan-1-yl)ethanol hydrochloride Cl.NCC(O)C12CC(C1)(C2)F